5-((5-(3-(5-(tert-butyl)oxazol-2-yl)cyclopentyl)-1H-pyrazol-3-yl)amino)-1-methyl-3H-1λ4-benzo[d]isothiazole 1-oxide C(C)(C)(C)C1=CN=C(O1)C1CC(CC1)C1=CC(=NN1)NC=1C=CC2=C(CN=S2(C)=O)C1